N1(CCOCC1)C1=NC(=NN2C1=CC=C2)SCC2=CC=C(C(=O)O)C=C2 4-[[[4-morpholinylpyrrolo[2,1-f][1,2,4]triazin-2-yl]thio]methyl]benzoic acid